O1C=CC=C1.[C].[C].[C].[C].[C] pentacarbon furan